C(C1=CC=CC=C1)N1CC=2C(N(C=3N=CC=CC3C2CC1)CC1=NN(C=C1)C)=O 3-benzyl-6-((1-methyl-1H-pyrazol-3-yl)methyl)-2,3,4,6-tetrahydropyrido[3,4-c][1,8]naphthyridin-5(1H)-one